ClC1=NC=NC2=CC(=C(C=C12)NC1CCNCC1)OC 4-chloro-7-methoxy-N-(piperidin-4-yl)quinazolin-6-amine